4-[6-(difluoromethyl)-5-(1,5-dimethyl-6-oxo-3-pyridinyl)-2-pyridinyl]piperazine-1-carboxylic acid tert-butyl ester C(C)(C)(C)OC(=O)N1CCN(CC1)C1=NC(=C(C=C1)C1=CN(C(C(=C1)C)=O)C)C(F)F